N1N=CC(=C1)C1N(CCN(C1)C1=NC(=NC=C1)C1=CN=C2N1C=C(C=C2)C(F)(F)F)C(=O)C=2C=NN(C2)C2COC2 (2-(1H-pyrazol-4-yl)-4-(2-(6-(trifluoromethyl)imidazo[1,2-a]pyridin-3-yl)pyrimidin-4-yl)piperazin-1-yl)(1-(oxetan-3-yl)-1H-pyrazol-4-yl)methanone